2-(4-ethenylphenyl)-4,4,5,5-tetramethyl-1,3,2-dioxaborolane C(=C)C1=CC=C(C=C1)B1OC(C(O1)(C)C)(C)C